ClC1=C(C#N)C=CC(=C1C)N1C(OC(C1)COC1=CC=C(C=C1)C#N)C(F)(F)F 2-Chloro-4-(5-((4-cyanophenoxy)methyl)-2-(trifluoromethyl)oxazolidin-3-yl)-3-methylbenzonitril